ClC1=NC=C(C2=C1C=NN2C)F 4-chloro-7-fluoro-1-methyl-pyrazolo[4,3-c]pyridine